4-hydroxy-3-(2-oxoethoxy)butanal OCC(CC=O)OCC=O